N1=C(C=CC=C1)C(=O)Cl Picolinoyl chloride